5-cyano-N-(4-cyanobicyclo[2.2.2]oct-1-yl)-2-(cyclopropanesulphonylamino)benzamide tert-Butyl-7-(6-bromothieno[3,2-b]pyridin-2-yl)-4-azaspiro[2.5]oct-6-ene-4-carboxylate C(C)(C)(C)OC(=O)N1C2(CC2)CC(=CC1)C1=CC2=NC=C(C=C2S1)Br.C(#N)C=1C=CC(=C(C(=O)NC23CCC(CC2)(CC3)C#N)C1)NS(=O)(=O)C1CC1